methyl 2-(4-bromo-2-chlorophenyl)acetate BrC1=CC(=C(C=C1)CC(=O)OC)Cl